4-[o-(methoxymethyl)phenyl]-6-(1-{[6-(methoxymethyl)-2-pyridinyl]methyl}-1H-1,2,3-triazol-4-yl)-2-pyrimidinylamine COCC1=C(C=CC=C1)C1=NC(=NC(=C1)C=1N=NN(C1)CC1=NC(=CC=C1)COC)N